CC1=C(C(=CC=C1)C)N([C@@H](C)C(=O)OC)C(=O)COC The molecule is a methyl N-(2,6-dimethylphenyl)-N-(methoxyacetyl)alaninate that is the less active S-enantiomer of metalaxyl. It is a methyl N-(2,6-dimethylphenyl)-N-(methoxyacetyl)alaninate and a L-alanine derivative. It is an enantiomer of a metalaxyl-M.